(3R)-2-bromo-3-methyl-pentanoic acid BrC(C(=O)O)[C@@H](CC)C